tert-Butyl 3-(4-bromophenyl)sulfonylazetidine-1-carboxylate BrC1=CC=C(C=C1)S(=O)(=O)C1CN(C1)C(=O)OC(C)(C)C